N1C=CC=CC1 6H-pyridin